2-(4-cyclopropyl-6-methoxypyrimidin-5-yl)-N-(4-(5-methyl-3-(trifluoromethyl)-1H-pyrazol-1-yl)benzyl)-6,7-dihydro-5H-pyrrolo[2,3-d]pyrimidin-4-amine C1(CC1)C1=NC=NC(=C1C=1N=C(C2=C(N1)NCC2)NCC2=CC=C(C=C2)N2N=C(C=C2C)C(F)(F)F)OC